CC1CCCC(C1C1OCC(CO1)(C(CC)C)C)C 2-(2,4-dimethyl-3-cyclohexyl)-5-methyl-5-(1-methylpropyl)-1,3-dioxan